C[C@@]12[C@H](CC[C@H]1[C@@H]1CC=C3C=C(C=C[C@@H]3[C@H]1CC2)O)O 1,3,5-estratriene-3,17β-diol